1-(5-cyclopropylpyridin-3-yl)-3-(2-(1-methyl-1H-imidazo[1,2-b]pyrazole-7-carbonyl)-2-azaspiro[3.3]heptan-6-yl)urea C1(CC1)C=1C=C(C=NC1)NC(=O)NC1CC2(CN(C2)C(=O)C2=C3N(N=C2)C=CN3C)C1